C(C)OC1=C(C=CC(=C1)C1=NN=CN1C)NC=1N=CC2=C(N1)C(=NC(=C2)C)NCC(C)(C)C N(2)-(2-Ethoxy-4-(4-Methyl-4H-1,2,4-Triazol-3-Yl)Phenyl)-6-Methyl-N(8)-NeopentylPyrido[3,4-D]Pyrimidine-2,8-Diamine